(4,6-dimethoxypyrimidin-2-yl)aminocarbonyl-3-dimethylaminocarbonyl-2-pyridinesulfonamide COC1=NC(=NC(=C1)OC)NC(=O)C1=C(C(=NC=C1)S(=O)(=O)N)C(=O)N(C)C